FC(CC(C1=C(NC2=CC=CC=C12)C1=CC=CC=C1)C1=CC=C(C=C1)B(O)O)(F)F (4-(3,3,3-trifluoro-1-(2-phenyl-1H-indol-3-yl)propyl)phenyl)boronic acid